zinc barium sulfate S(=O)(=O)([O-])[O-].[Ba+2].[Zn+2].S(=O)(=O)([O-])[O-]